C1C=CC2=CC=CC=C2N1 DIHYDROQUINOLINE